C(C(=C)C)(=O)OCCCCCCCCO 8-hydroxyoctyl methacrylate